5-amino-2-(7-fluorochroman-4-yl)-4-methylbenzoic acid methyl ester COC(C1=C(C=C(C(=C1)N)C)C1CCOC2=CC(=CC=C12)F)=O